FC(C1=NC=CC(=C1)OC1CC(C1)N)(F)F 3-((2-(trifluoromethyl)pyridin-4-yl)oxy)cyclobutan-1-amine